C(C1=CC=CC=C1)C1OC2(CC1O)C=C(C(C(C2)(C)C)=O)C#N 2-benzyl-3-hydroxy-9,9-dimethyl-8-oxo-1-oxaspiro[4.5]dec-6-ene-7-carbonitrile